CC1CCC(CC1)NC(OC1=CC(=C(C=C1)O)C=1C=NC=C(C1)C=1OC=NN1)=O 3-(5-(1,3,4-oxadiazol-2-yl)pyridin-3-yl)-4-hydroxyphenyl (4-methylcyclohexyl)carbamate